C1(CC2C(CC1)O2)COC(C=C)=O acrylic acid 3,4-epoxycyclohexylmethyl ester